C1(CCCCC1)NSC=1SC2=C(N1)C=CC=C2 cyclohexyl-2-benzothiazolylsulfenamide